(S)-N-(3-bromo-2-fluorophenyl)-7-(((S)-2,4-dimethylpiperazin-1-yl)methyl)-7,8-dihydro-[1,4]dioxino[2,3-g]quinazolin-4-amine BrC=1C(=C(C=CC1)NC1=NC=NC2=CC3=C(C=C12)O[C@H](CO3)CN3[C@H](CN(CC3)C)C)F